CCCCCCCCCCN aminodecane